siloxysilver [SiH3]O[Ag]